6-chloro-3-(4-chlorophenyl)-beta-naphthylethyl ether ClC=1C=C2C=C(C=C(C2=CC1)CCOCCC1=CC(=CC2=CC(=CC=C12)Cl)C1=CC=C(C=C1)Cl)C1=CC=C(C=C1)Cl